N1(C=NC=C1)C=1C=C(C(=O)NC2C3(CCC(C2)C3(C)C)C)C=CN1 2-(1H-imidazol-1-yl)-N-(1,7,7-trimethylbicyclo[2.2.1]heptan-2-yl)isonicotinamide